[4-[2-[tert-butyl(dimethyl)silyl]oxy-1,1-difluoroethyl]phenyl]-1,1-diphenylmethanimine [Si](C)(C)(C(C)(C)C)OCC(F)(F)C1=CC=C(C=C1)N=C(C1=CC=CC=C1)C1=CC=CC=C1